diamyl-hydroquinone C(CCCC)C=1C(=C(O)C=CC1O)CCCCC